2-(allyloxy)-2,6-dimethyloctane C(C=C)OC(C)(CCCC(CC)C)C